2-(4-cyclobutyl-3-(2-(trifluoromethyl)thiazol-5-yl)-1H-pyrazol-5-yl)isoindoline-1,3-dione C1(CCC1)C=1C(=NNC1N1C(C2=CC=CC=C2C1=O)=O)C1=CN=C(S1)C(F)(F)F